3-(((E)-3-butyloct-2-enoyl)oxy)-2-((((2-(dimethylamino)ethoxy)carbonyl)oxy)methyl)propyl (9Z,12Z)-octadeca-9,12-dienoate C(CCCCCCC\C=C/C\C=C/CCCCC)(=O)OCC(COC(\C=C(\CCCCC)/CCCC)=O)COC(=O)OCCN(C)C